COC(=O)C1=NC=C(C=C1)SC 5-(methylthio)pyridine-2-carboxylic acid methyl ester